FC1=C(C=CC(=C1)CN1C(NC=2C=NC=3N=C(C=CC3C21)OC)=O)S(=O)(=O)N 2-fluoro-4-((7-methoxy-2-oxo-2,3-dihydro-1H-imidazo[4,5-c][1,8]naphthyridin-1-yl)methyl)benzenesulfonamide